NC1=NC(=NC(=N1)NCCCO)C=1C=C(C=C(C1)Cl)[C@H]1N(CCOC1)C(=O)OC(C)(C)C tert-butyl (R)-3-(3-(4-amino-6-((3-hydroxypropyl)amino)-1,3,5-triazin-2-yl)-5-chlorophenyl)morpholine-4-carboxylate